C(#C[2H])C=1C(=CC=C2C=C(C=C(C12)B1OC(C(O1)(C)C)(C)C)OCOC)F 2-(8-(Ethynyl-d)-7-fluoro-3-(methoxymethoxy)naphthalen-1-yl)-4,4,5,5-tetramethyl-1,3,2-dioxaborolane